BrC1=CN=C(C(=N1)C(=O)OC)N1CCC2([C@@H]([C@@H](OC2)C)NC(=O)OC(C)(C)C)CC1 methyl 6-bromo-3-((3S,4S)-4-((tert-butoxycarbonyl)amino)-3-methyl-2-oxa-8-azaspiro[4.5]decan-8-yl)pyrazine-2-carboxylate